ClC=1C(=NC(=NC1)N1C[C@@H]([C@H](CC1)NC(=O)[C@@H]1N([C@H](CC1)C)C(=O)OC(C)(C)C)F)N[C@H](C)C1=C(C=C(C=C1)Cl)Cl tert-butyl (2R,5S)-2-(((3S,4S)-1-(5-chloro-4-(((R)-1-(2,4-dichlorophenyl)ethyl)amino)pyrimidin-2-yl)-3-fluoropiperidin-4-yl)carbamoyl)-5-methylpyrrolidine-1-carboxylate